ClC1=C(C=C(C=C1)F)[C@@H]1N(C(C[C@H]1CNC(C1=CC(=CC(=C1)C(F)(F)F)F)=O)=O)CC1=CC=C(C=C1)OC N-{[(2R,3S)-2-(2-chloro-5-fluorophenyl)-1-[(4-methoxyphenyl)methyl]-5-oxopyrrolidin-3-yl]methyl}-3-fluoro-5-(trifluoromethyl)benzamide